C(#N)C1=CC(=NC=C1)S(=O)(=O)NC1CC(C1)NC1=C2C(=NC=C1C1=NC=NC=C1)NC=C2 4-cyano-N-((1r,3r)-3-((5-(pyrimidin-4-yl)-1H-pyrrolo[2,3-b]pyridin-4-yl)amino)cyclobutyl)pyridine-2-sulfonamide